FC1=C2C(NC(=NC2=CC(=C1)OCC1CCN(CC1)C1CCN(CC1)C1=C(C=C(C=C1)[N+](=O)[O-])F)COC1CCOCC1)=O 5-fluoro-7-((1'-(2-fluoro-4-nitrophenyl)-[1,4'-bipiperidin]-4-yl)methoxy)-2-(((tetrahydro-2H-pyran-4-yl)oxy)methyl)quinazolin-4(3H)-one